2-(2-oxiranylmethoxy-ethoxy)-[1,4]dioxane O1C(C1)COCCOC1OCCOC1